COC1=C(C=CC=C1)OS(=O)(=O)CCCC 2-methoxyphenylbutane-1-sulfonate